N1=C(C=CC=C1)OCC1=CC=C(CC2=NOC(=C2)C=2C(=NC(=CC2)N)N)C=C1 3-(3-(4-((pyridin-2-yloxy)methyl)benzyl)isoxazol-5-yl)pyridine-2,6-diamine